O[C@H]1CN(C[C@@H]1CC=C)C(=O)OC(C)(C)C tert-butyl (3R,4S)-3-hydroxy-4-allylpyrrolidine-1-carboxylate